tert-butyl N-[2-[2-[2-[4-[[2-(2,6-dioxo-3-piperidyl)-1,3-dioxo-isoindolin-4-yl]amino]-1-piperidyl]ethoxy]ethoxy]ethyl]carbamate O=C1NC(CCC1N1C(C2=CC=CC(=C2C1=O)NC1CCN(CC1)CCOCCOCCNC(OC(C)(C)C)=O)=O)=O